BrC=1C=C2CC(N(C(C2=C2C1C=CC=C2)=O)C2=CC=C(C=C2)I)=O 6-bromo-2-(4-iodophenyl)-1H-benzisoquinoline-1,3(2H)-dione